C(C)(C)(C)OC(=O)N1N=C(C=C1NC1=NC(=CC(=C1)C1(CC1)C#N)N1[C@@H](COCC1)C)C 5-{[4-(1-cyanocyclopropyl)-6-[(3R)-3-methylmorpholin-4-yl]pyridin-2-yl]amino}-3-methyl-1H-pyrazole-1-carboxylic acid tert-butyl ester